copper-indium-gallium telluride [Ga]=[Te].[In].[Cu]